[N+](=O)([O-])C=1C=CC=C2C(=CNC12)C1(NC2=CC=CC=C2C1=O)C1=CC=CC=C1 2-(7-nitro-1H-indol-3-yl)-2-phenylindol-3-one